4-(3-butenyl)-4'-methyl-2,2'-bipyridine C(CC=C)C1=CC(=NC=C1)C1=NC=CC(=C1)C